N[C@@H]([C@H](O)C)C(=O)O L-THREONIN